FC(=CC(=O)OC(C=C(F)F)=O)F 3,3-difluoroacrylic anhydride